FC1=C(C=CC=C1)C=1C=C2C(=NN(C2=CC1)C(C1=CC=CC=C1)(C1=CC=CC=C1)C1=CC=CC=C1)NC(=O)C1CCN(CC1)C N-[5-(2-fluorophenyl)-1-trityl-1H-indazol-3-yl]-1-methylpiperidine-4-carboxamide